p-tert-butyl-α-methyl-hydrocinnamaldehyde C(C)(C)(C)C1=CC=C(CC(C=O)C)C=C1